4-(5,6-dichloro-2-oxo-2,3-dihydro-1H-benzo[d]imidazol-1-yl)piperidine-1-carboxylic acid tert-butyl ester C(C)(C)(C)OC(=O)N1CCC(CC1)N1C(NC2=C1C=C(C(=C2)Cl)Cl)=O